3-{[(1R,3S)-3-{[2-(trifluoromethyl)quinolin-4-yl]amino}cyclohexyl]carbamoyl}phenyl propanoate C(CC)(=O)OC1=CC(=CC=C1)C(N[C@H]1C[C@H](CCC1)NC1=CC(=NC2=CC=CC=C12)C(F)(F)F)=O